N-prop-2-enyloxy-1H-pyrazole C(C=C)ON1N=CC=C1